2-[[(2S)-2-[9H-fluorene-9-ylmethoxycarbonyl-(methyl)amino]-4-methylpentanoyl]amino]-2-methylpropanoic acid C1=CC=CC=2C3=CC=CC=C3C(C12)COC(=O)N([C@H](C(=O)NC(C(=O)O)(C)C)CC(C)C)C